8-phenyl-6,7-dihydro-5H-benzo[7]annulen-3-ol C1(=CC=CC=C1)C=1CCCC2=C(C1)C=CC(=C2)O